2-amino-5-(5-nitrothiophen-2-yl)methyleneaminothiophene-3,4-dicarboxylic acid diethyl ester C(C)OC(=O)C1=C(SC(=C1C(=O)OCC)N=CC=1SC(=CC1)[N+](=O)[O-])N